OC1=C(C=C(C=C1)C=1OC2=CC(=C(C(=C2C(C1)=O)O)OC)O)[O-] 2-hydroxy-5-(5,7-dihydroxy-6-methoxy-4-oxo-4H-chromen-2-yl)phenolate